CN1N=NC(=C1C(=O)OC(C)C)OC1=CC(=CC=C1)C(F)(F)F isopropyl 1-methyl-4-(3-(trifluoromethyl)phenoxy)-1H-1,2,3-triazole-5-carboxylate